4-{6-methoxypyrazolo[1,5-a]pyridin-3-yl}piperidine hydrochloride salt Cl.COC=1C=CC=2N(C1)N=CC2C2CCNCC2